COC=1C=C(CN(C2=CC=C(CN3C(CNC(C3)=O)=O)C=C2)CC2=CC(=CC=C2)OC)C=CC1 1-(4-(bis(3-methoxybenzyl)amino)benzyl)piperazine-2,5-dione